OC1=CC=C(C=C1)CCNC([C@@H](CC(=O)OC(C)(C)C)NC(CCCCCCC)=O)=O tert-butyl (3R)-4-[2-(4-hydroxyphenyl)ethylamino]-3-(octanoylamino)-4-oxo-butaneate